8-methoxy-2-methyl-1,2,3,4,10,10a-hexahydropyrido[4',3':4,5]pyrrolo[1,2-a]pyrazine COC1=CC=2CC3N(CCN(C3)C)C2C=N1